CC1=CC(=C(C=C1)N1C[C@](CCC1=O)(C1=CC=CC=C1)NC(OCC1=CC=CC=C1)=O)[N+](=O)[O-] (S)-benzyl (1-(4-methyl-2-nitrophenyl)-6-oxo-3-phenylpiperidin-3-yl)carbamate